CC1=C(C=CC(=C1)N=NC1=C(C=CC=C1)C)N=NC1=C(C=CC2=CC=CC=C12)O 1-[[2-methyl-4-[(2-methylphenyl)diazenyl]phenyl]diazenyl]naphthalen-2-ol